8-((2-fluorobenzyl)(methyl)carbamoyl)-3,8-diazabicyclo[3.2.1]octane-2-carboxylic acid FC1=C(CN(C(=O)N2C3C(NCC2CC3)C(=O)O)C)C=CC=C1